3-(5-(4-cyanophenyl)-2H-1,2,3-triazol-4-yl)benzo[c]isoxazole C(#N)C1=CC=C(C=C1)C=1C(=NNN1)C1=C2C(=NO1)C=CC=C2